C(CCC)(=O)C1=C(C(=C(OC(CCCC([2H])([2H])OC=2C(=C(C(=O)O)C=CC2)C)([2H])[2H])C=C1)C)O 3-((5-(4-Butyryl-3-hydroxy-2-methylphenoxy)pentyl-1,1,5,5-d4)oxy)-2-methylbenzoic acid